Sodium 4,5-dicyano-2-trifluoromethylimidazole C(#N)C=1N=C(NC1C#N)C(F)(F)F.[Na]